N[C@@H]1[C@@H](OCC12CCN(CC2)C=2N=CC(=NC2CO)SC2=C(C(=NC=C2)N2CC(C2)CC#N)Cl)C 2-(1-(4-(5-((3S,4S)-4-amino-3-methyl-2-oxa-8-azaspiro[4.5]decan-8-yl)-6-(hydroxymethyl)pyrazin-2-ylthio)-3-chloropyridin-2-yl)azetidin-3-yl)acetonitrile